N-[2,6-dibromo-4-(1,1,1,2,3,3,3-heptafluoropropan-2-yl)phenyl]-3-[N-(cyclopropylmethyl)-2-methyl-4-cyanobenzoylamino]-4-fluorobenzamide BrC1=C(C(=CC(=C1)C(C(F)(F)F)(C(F)(F)F)F)Br)NC(C1=CC(=C(C=C1)F)N(CC1CC1)C(C1=C(C=C(C=C1)C#N)C)=O)=O